Ytterbium(II) chloride [Cl-].[Yb+2].[Cl-]